CN1CC2(C1)CN(C2)C2=CC=C(C=C2)[N+](=O)[O-] 2-methyl-6-(4-nitrophenyl)-2,6-diazaspiro[3.3]heptane